N-(3-((3-methoxypyridin-2-yl)methyl)-2-oxo-1-propylindolin-3-yl)benzamide COC=1C(=NC=CC1)CC1(C(N(C2=CC=CC=C12)CCC)=O)NC(C1=CC=CC=C1)=O